OC(CC(=O)O)(C)C 3-hydroxyisovaleric acid